tantalum(V) isopropoxide CC([O-])C.[Ta+5].CC([O-])C.CC([O-])C.CC([O-])C.CC([O-])C